2-methyl-3-(4-(2-methylpropyl)phenyl)propanal CC(C=O)CC1=CC=C(C=C1)CC(C)C